5-[2-(4-fluorophenyl)-7-methyl-1H-indol-3-yl]-1,3,4-oxadiazol-2-ol FC1=CC=C(C=C1)C=1NC2=C(C=CC=C2C1C1=NN=C(O1)O)C